4-bromo-6-chloro-2-methyl-2,7-naphthyridin-1-one BrC1=CN(C(C2=CN=C(C=C12)Cl)=O)C